Cl.[Si](C1=CC=CC=C1)(C1=CC=CC=C1)(C(C)(C)C)OC[C@@H]1CNC(C=2N1N=C1C2CN[C@@H](C1)C)=O (3R,7S)-7-(((tert-butyldiphenylsilyl)oxy)methyl)-3-methyl-1,2,3,4,8,9-hexahydroPyrido[4',3':3,4]Pyrazolo[1,5-a]Pyrazin-10(7H)-one hydrochloride